di-n-octyl cyclohexane-1,2-dicarboxylate C1(C(CCCC1)C(=O)OCCCCCCCC)C(=O)OCCCCCCCC